FC1(C=2N(CC(CC1)(CO)O)N=C1C2CN(CC1)C(=O)OC(C)(C)C)F tert-Butyl 11,11-difluoro-8-hydroxy-8-(hydroxymethyl)-3,4,8,9,10,11-hexahydro-1H-pyrido[4',3':3,4]pyrazolo[1,5-a]azepine-2(7H)-carboxylate